3,5-dichloro-N-(4-(N-(2-trifluoromethylphenyl)sulfamoyl)phenyl)benzenesulfonamide ClC=1C=C(C=C(C1)Cl)S(=O)(=O)NC1=CC=C(C=C1)S(NC1=C(C=CC=C1)C(F)(F)F)(=O)=O